C(C)(=O)O.CCCCCCCC\C=C\CC trans-9-dodecene acetate